1-(3-((4-((4-([1,2,4]Triazolo[1,5-a]pyridin-7-yloxy)-3-methylphenyl)amino)pyrido[3,4-d]pyrimidin-6-yl)oxy)-8-azabicyclo[3.2.1]octan-8-yl)prop-2-en-1-one N=1C=NN2C1C=C(C=C2)OC2=C(C=C(C=C2)NC=2C1=C(N=CN2)C=NC(=C1)OC1CC2CCC(C1)N2C(C=C)=O)C